C1(CC1)C=1C=C(C(N(C1)CCOC)=O)NC1=NC=2C(=NC(=CC2)OC2=CC(=NC=C2)NC(C)=O)N1C N-(4-((2-((5-cyclopropyl-1-(2-methoxyethyl)-2-oxo-1,2-dihydropyridin-3-yl)amino)-3-methyl-3H-imidazo[4,5-b]pyridin-5-yl)oxy)pyridin-2-yl)acetamide